OC1=C(C=C(C=C1S(=O)(=O)O)O)CNCC1=C(C(=CC(=C1)O)S(=O)(=O)O)O Bis(2,5-dihydroxy-3-sulfophenylmethyl)amin